Selenocystathionine N[C@@H](CCSC[C@@H](C(=[Se])O)N)C(=O)O